FC=1C=C2C(C=CN3C2=C(C1F)OCC3C)=O 9,10-difluoro-3-methyl-2H-[1,4]oxazino[2,3,4-ij]quinolin-7(3H)-one